tert-butyl (1-(5-bromo-3-cyano-4-(4-cyano-3-fluorophenyl)pyridin-2-yl)piperidin-4-yl)carbamate BrC=1C(=C(C(=NC1)N1CCC(CC1)NC(OC(C)(C)C)=O)C#N)C1=CC(=C(C=C1)C#N)F